2,4-Dichloro-7-bromoquinazoline ClC1=NC2=CC(=CC=C2C(=N1)Cl)Br